COC(=O)C1=CC=C2C(=N1)C1(CN2)CCCCC1 dihydrospiro[cyclohexane-1,3'-pyrrolo[3,2-b]pyridine]-5'-carboxylic acid methyl ester